NC=1C=2N(C=CN1)C(=NC2C2=CC(=C(C=C2)NC(OC(C)(C)C)=O)OC)C=2OC(=NN2)C tert-Butyl (4-(8-amino-3-(5-methyl-1,3,4-oxadiazol-2-yl)imidazo[1,5-a]pyrazin-1-yl)-2-methoxyphenyl)carbamate